2-(benzotriazol-1-yloxy)-1,1-dimethyl-2-pyrrolidin-1-yl-1,3,2-diazaphospholidinium hexafluorophosphate F[P-](F)(F)(F)(F)F.N1(N=NC2=C1C=CC=C2)OP2([N+](CCN2)(C)C)N2CCCC2